tert-Butyl N-[1,1-dimethyl-2-[2-(3-methyl-2-oxo-1,3-benzoxazol-6-yl)-2-oxo-ethoxy]ethyl]carbamate CC(COCC(=O)C1=CC2=C(N(C(O2)=O)C)C=C1)(C)NC(OC(C)(C)C)=O